FC=1C=C(C=CC1F)S(=NC(C1=CC=C(C=C1)C1=NOC(=N1)C(F)(F)F)=O)(=O)C N-((3,4-difluorophenyl)(methyl)(oxo)-λ6-sulfanylidene)-4-(5-(trifluoromethyl)-1,2,4-oxadiazol-3-yl)benzamide